(S)-(4-(3-(4,4-difluorocyclohexyl)-2-oxo-7-(trifluoromethyl)indolin-3-yl)phenyl)boronic acid FC1(CCC(CC1)[C@]1(C(NC2=C(C=CC=C12)C(F)(F)F)=O)C1=CC=C(C=C1)B(O)O)F